BrC=1C=C2C(=NC(=NN2C1)Cl)NCC1=CC=C(C=C1)F 6-bromo-2-chloro-N-(4-fluorobenzyl)pyrrolo[2,1-f][1,2,4]triazin-4-amine